FC(COC1=CN2C(=C(C=C2C=C1)C)C(=O)NC(CO)(CO)C)F 6-(2,2-difluoroethoxy)-N-(1,3-dihydroxy-2-methylpropan-2-yl)-2-methylindolizine-3-carboxamide